C(=O)(OC(C)(C)C)N[C@H](C(=O)O)CC=C (S)-N-BOC-α-allylglycine